1-(4-(1,1-dioxido-thiomorpholin-3-yl)phenyl)-3-(4-methoxy-benzyl)urea O=S1(CC(NCC1)C1=CC=C(C=C1)NC(=O)NCC1=CC=C(C=C1)OC)=O